ClC1=CC(=C(N=N1)C(=O)NC([2H])([2H])[2H])NC1=C(C(=C(C=C1)C)C1=NN(N=C1)C)OC 6-Chloro-4-((2-methoxy-4-methyl-3-(2-methyl-2H-1,2,3-triazol-4-yl)phenyl)amino)-N-(methyl-d3)pyridazine-3-carboxamide